ClC1=CC=2N(C(=C1)NCC1(CN(C1)C(=O)NC)C1=NC=C(C=C1)F)C=C(N2)C(F)(F)F 3-(((7-Chloro-2-(trifluoromethyl)imidazo[1,2-a]pyridin-5-yl)amino)methyl)-3-(5-fluoropyridin-2-yl)-N-methylazetidine-1-carboxamide